N-(1-(1-(6-(6-(Difluoromethyl)imidazo[1,2-b]pyridazin-3-yl)pyrimidin-4-yl)pyrrolidin-3-yl)cyclopropyl)methanesulfonamide FC(C=1C=CC=2N(N1)C(=CN2)C2=CC(=NC=N2)N2CC(CC2)C2(CC2)NS(=O)(=O)C)F